(2R,4S)-2-((S)-2-(3-hydroxypyridin-2-yl)-4,5-dihydrothiazol-4-yl)-3-methylthiazolidine-4-carboxylic acid OC=1C(=NC=CC1)C=1SC[C@H](N1)[C@H]1SC[C@@H](N1C)C(=O)O